C(C)OC(=O)C=1C=NN2C1N=CC=1C3=C(C=CC21)C=CC=C3 benzo[f]pyrazolo[1,5-a]quinazoline-1-carboxylic acid ethyl ester